COC(C1=CC(=CC(=C1)O[C@@H]1COCC1)C=1SC(=CN1)C1CCC1)=O 3-(5-cyclobutyl-1,3-thiazol-2-yl)-5-[(3S)-tetrahydro-furan-3-yloxy]benzoic acid methyl ester